3-(1,1-difluoro-2-((1R,3s,5S)-3-hydroxy-8-azabicyclo[3.2.1]octan-8-yl)-2-oxoethyl)-4-fluoro-N-(4-fluoro-3-methylphenyl)benzamide FC(C(=O)N1[C@H]2CC(C[C@@H]1CC2)O)(F)C=2C=C(C(=O)NC1=CC(=C(C=C1)F)C)C=CC2F